N-acetyl-benzyl-cysteine C(C)(=O)N([C@@H](CS)C(=O)O)CC1=CC=CC=C1